COC=1C(=C(C=CC1)C=1C=C2C=NN(C(C2=CC1)=O)C1=NC=C(C=N1)N1CCN(CC1)C)C 6-(3-methoxy-2-methylphenyl)-2-(5-(4-methylpiperazin-1-yl)pyrimidin-2-yl)phthalazin-1(2H)-one